1-(4-chloro-2,6-difluorophenyl)-4-((3-(methylamino)phenoxy)methyl)piperidin-4-ol ClC1=CC(=C(C(=C1)F)N1CCC(CC1)(O)COC1=CC(=CC=C1)NC)F